FC=1C(=C2C=CC=CC2=CC1)C#C[Si](C(C)C)(C(C)C)C(C)C 6-fluoro-5-((triisopropyl-Silyl)ethynyl)naphthalene